trans-N-(1-(2,6-Dimethoxyphenyl)-2-(6-ethoxypyridin-2-yl)-1H-imidazo[4,5-b]pyrazin-6-yl)-1-((1r,3r)-3-hydroxy-3-methylcyclobutyl)methanesulfonamide COC1=C(C(=CC=C1)OC)N1C(=NC=2C1=NC(=CN2)NS(=O)(=O)CC2CC(C2)(C)O)C2=NC(=CC=C2)OCC